N1C=C(C2=CC=CC=C12)NC(=O)N1CC2=CC=C(C=C2CC1)C=1C=NN(C1)C N-indol-3-yl-6-(1-methylpyrazol-4-yl)-3,4-dihydroisoquinoline-2(1H)-carboxamide